[Si](C)(C)(C(C)(C)C)O[C@H]1[C@@H]([C@@H](O[C@]1(CSC)CO)N1C(NC(C(=C1)F)=O)=O)F 1-[(2R,3S,4R,5R)-4-[(tert-butyldimethylsilyl)oxy]-3-fluoro-5-(hydroxymethyl)-5-[(methylsulfanyl)methyl]oxolan-2-yl]-5-fluoro-3H-pyrimidine-2,4-dione